CC1=CC=CC(=N1)C1=NC=CC(=N1)NC1=NC(=NC=C1)NC=1C=C(SC1)C(=O)OCCNC1CNC1 2-(azetidin-3-ylamino)ethyl 4-[[4-[[2-(6-methyl-2-pyridyl)pyrimidin-4-yl]amino]pyrimidin-2-yl]amino]thiophene-2-carboxylate